(1-(3-cyano-2-methoxyphenyl)ethyl)carbamate C(#N)C=1C(=C(C=CC1)C(C)NC([O-])=O)OC